(1S)-2-[4,6-bis(trifluoromethyl)-1,3,5-triazin-2-yl]-6-fluoro-1-{[(3S)-oxan-3-yl]methyl}-2,3,4,9-tetrahydro-1H-pyrido[3,4-b]indole FC(C1=NC(=NC(=N1)C(F)(F)F)N1[C@H](C=2NC3=CC=C(C=C3C2CC1)F)C[C@H]1COCCC1)(F)F